CCN1C[C@@]2([C@@H](C[C@@H]([C@@]34[C@@H]2[C@H]([C@@H](C31)[C@@]5([C@@H]6[C@H]4C[C@@]([C@@H]6OC(=O)C7=CC=CC=C7)([C@H]([C@@H]5O)OC)O)OC(=O)C)OC)OC)O)COC The molecule is a diterpenoid that is 20-ethyl-3alpha,13,15alpha-trihydroxy-1alpha,6alpha,16beta-trimethoxy-4-(methoxymethyl)aconitane-8,14alpha-diol having acetate and benzoate groups at the 8- and 14-positions respectively. It derives from an aconitane.